4-(5-(7-ethoxyquinazolin-5-yl)pyrazin-2-yl)-N-isobutylpiperazine-1-carboxamide C(C)OC1=CC(=C2C=NC=NC2=C1)C=1N=CC(=NC1)N1CCN(CC1)C(=O)NCC(C)C